NCCCC[C@@H](C(=O)O)NC(=O)OC(C)(C)C (2S)-6-amino-2-[(tert-butoxycarbonyl)amino]hexanoic acid